potassium methyl naphthalenedisulfonate C=1(C(=CC=C2C=CC=CC12)S(=O)(=O)[O-])S(=O)(=O)OC.[K+]